N-(1-cyclopropyl-5-fluoro-1H-pyrazol-4-yl)-N-(piperidin-3-yl)aminosulfonamide hydrochloride Cl.C1(CC1)N1N=CC(=C1F)N(S(=O)=O)NC1CNCCC1